C(C)(C)(C)C1=CC=C(C=C1)N1C2=CC=CC=C2C=2C=CC=CC12 9-(4-tert-butyl-phenyl)-9H-carbazole